(2S,3R)-3-hydroxypiperidine-1,2-dicarboxylic acid O1-tert-butyl ester O2-methyl ester COC(=O)[C@H]1N(CCC[C@H]1O)C(=O)OC(C)(C)C